C1(CC1)NC=1SC=C(N1)B(O)O 2-(CYCLOPROPYLAMINO)THIAZOLE-4-BORONIC ACID